C(C)(=O)C1=NN(C2=CC=C(C=C12)C=1C=NC(=NC1)C)CC(=O)N1C2(CC(C1)C2)C(=O)NC2=NC(=CC=C2)Br 2-(2-(3-acetyl-5-(2-methylpyrimidin-5-yl)-1H-indazol-1-yl)acetyl)-N-(6-bromopyridin-2-yl)-2-azabicyclo[2.1.1]hexane-1-carboxamide